CC1=C(SC=C1)C(CCCO)(O)C=1SC=CC1C 1,1-di(3-methyl-2-thienyl)-1,4-butanediol